1-[3-(2-Trifluoromethyl-benzylamino)-1H-pyrazol-4-yl]-ethanone FC(C1=C(CNC2=NNC=C2C(C)=O)C=CC=C1)(F)F